N-(4-fluoro-5-(4-((1-methylpiperidin-4-yl)carbamoyl)-1H-1,2,3-triazol-1-yl)-2-((3S,5R)-3,4,5-trimethylpiperazin-1-yl)phenyl)-6-methoxy-4-(trifluoromethyl)nicotinamide FC1=CC(=C(C=C1N1N=NC(=C1)C(NC1CCN(CC1)C)=O)NC(C1=CN=C(C=C1C(F)(F)F)OC)=O)N1C[C@@H](N([C@@H](C1)C)C)C